hexyl-cyclopentane C(CCCCC)C1CCCC1